6'-((1S,3S)-3-aminocyclopentyl)amino-2H-[1,3'-bipyridyl]-2-one hydrochloride Cl.N[C@@H]1C[C@H](CC1)NC1=CC=C(C=N1)N1C(C=CC=C1)=O